FC=1C=C(C#N)C=C(C1)OC1=C2C[C@@H]([C@@H](C2=C(C=C1)S(=O)(=O)C)O)C 3-fluoro-5-(((1S,2S)-1-hydroxy-2-methyl-7-(methylsulfonyl)-2,3-dihydro-1H-inden-4-yl)oxy)benzonitrile